Cl.Cl.N1CC(C1)C=1SC=C(N1)C(=O)NCC1=NC=CC=C1F 2-(azetidin-3-yl)-N-[(3-fluoropyridin-2-yl)methyl]-1,3-thiazole-4-carboxamide dihydrochloride